FC=1C=NC=CC1C1CN(C1)[C@@H]1[C@@H](CCCC1)OC=1C=C2CN(C(C2=CC1)=O)C1C(NC(CC1)=O)=O 3-(5-(((1R,2S)-2-(3-(3-fluoropyridin-4-yl)azetidin-1-yl)cyclohexyl)oxy)-1-oxoisoindolin-2-yl)piperidine-2,6-dione